C(C1=CC=CC=C1)OCCN1[C@@H](COC=2C=C(N=C(NS(C3=CC=CC(C1=O)=C3)(=O)=O)N2)C2=C(C=CC=C2C)C)CC(C)C (11R)-12-[2-(benzyloxy)ethyl]-6-(2,6-dimethylphenyl)-11-(2-methylpropyl)-9-oxa-2λ6-thia-3,5,12,19-tetraazatricyclo[12.3.1.14,8]nonadeca-1(17),4,6,8(19),14(18),15-hexaene-2,2,13-trione